NC=1C2=C(N=CN1)N(C1=C2C=CC=N1)CC(=O)OC(C)(C)C tert-butyl 2-(4-amino-9H-pyrido[3',2':4,5]pyrrolo[2,3-d]pyrimidin-9-yl)acetate